N-allyl-N-(2-benzoylphenyl)-2-phenoxyacetamide C(C=C)N(C(COC1=CC=CC=C1)=O)C1=C(C=CC=C1)C(C1=CC=CC=C1)=O